2-methyl-5-(3-methyl-1H-pyrazolo[4,3-b]pyridin-5-yl)-1,3,4-oxadiazole CC=1OC(=NN1)C1=CC=C2C(=N1)C(=NN2)C